C1(CCC1)OC=1C=C(C=CC1)C1=CC(=NN1C1=C(C=CC=C1)C)COC(C(=O)O)(C)C 2-([5-(3-Cyclobutoxyphenyl)-1-(2-methylphenyl)-1H-pyrazol-3-yl]-methoxy)-2-methylpropanoic acid